((3S,4S)-1-(5-(6-(2,2-difluoroethoxy)-1H-pyrazolo[3',4':3,4]pyrazolo[1,5-a]pyridin-4-yl)pyridin-2-yl)-3-hydroxypiperidin-4-yl)amine hydrochloride Cl.FC(COC=1C=C(C=2N(C1)N=C1C2C=NN1)C=1C=CC(=NC1)N1C[C@@H]([C@H](CC1)N)O)F